tetraethyl-piperidinol tert-butyl((1r,3r)-3-(4-(2-(4-((6-bromo-3-fluoropyridin-2-yl)oxy)phenyl)propane-2-yl)phenoxy)cyclobutyl)carbamate C(C)(C)(C)N(C(O)=O)C1CC(C1)OC1=CC=C(C=C1)C(C)(C)C1=CC=C(C=C1)OC1=NC(=CC=C1F)Br.C(C)C1(C(N(CCC1)O)(CC)CC)CC